N-(5-(4-((7-amino-4-oxoquinazolin-3(4H)-yl)methyl)-4-hydroxypiperidin-1-yl)-4-benzyl-5-oxopentyl)-9-chloro-5,6,7,8-tetrahydroacridine-3-carboxamide NC1=CC=C2C(N(C=NC2=C1)CC1(CCN(CC1)C(C(CCCNC(=O)C=1C=CC2=C(C=3CCCCC3N=C2C1)Cl)CC1=CC=CC=C1)=O)O)=O